tert-butyl (2R,6S)-4-{2-[7-fluoro-6-(methoxymethoxy)-2-methylindazol-5-yl]-4-(1,3-thiazol-2-yl)quinazolin-6-yl}-2,6-dimethylpiperazine-1-carboxylate FC1=C(C(=CC2=CN(N=C12)C)C1=NC2=CC=C(C=C2C(=N1)C=1SC=CN1)N1C[C@H](N([C@H](C1)C)C(=O)OC(C)(C)C)C)OCOC